6-(2-(2-methyl-6-(trifluoromethyl)pyrimidin-4-yl)-2,6-diazaspiro[3.4]octan-6-yl)-1-(tetrahydro-2H-pyran-2-yl)-1,5-dihydro-4H-pyrazolo[3,4-d]pyrimidin-4-one CC1=NC(=CC(=N1)N1CC2(C1)CN(CC2)C=2NC(C1=C(N2)N(N=C1)C1OCCCC1)=O)C(F)(F)F